N-[(1S)-5-[(6-methyl-3-nitropyridin-2-yl)amino]-2,3-dihydro-1H-inden-1-yl]acetamide CC1=CC=C(C(=N1)NC=1C=C2CC[C@@H](C2=CC1)NC(C)=O)[N+](=O)[O-]